CC=1C=C2C(C=C(OC2=C(C1)C(C)NC1=C(C(=O)OC(C)(C)C)C=CC=C1)N1CCNCC1)=O tert-butyl 2-((1-(6-methyl-4-oxo-2-(piperazin-1-yl)-4H-chromen-8-yl)ethyl)amino)benzoate